N-(4-{[3-(5-cyano-6-ethoxypyridin-3-yl)-1-{[2-(trimethylsilyl)ethoxy]methyl}-1H-pyrrolo[2,3-b]pyridin-4-yl]oxy}-3,5-difluorophenyl)-N'-[(3-fluorooxetan-3-yl)methyl]urea C(#N)C=1C=C(C=NC1OCC)C1=CN(C2=NC=CC(=C21)OC2=C(C=C(C=C2F)NC(=O)NCC2(COC2)F)F)COCC[Si](C)(C)C